NC1=CCOC2=C1C=CC=C2 4-aminobenzopyran